ClC=1C=C(OC=2SC(=C3C2CC([C@H]3O)(F)F)S(=O)(=O)C)C=C(C1)F (4S)-1-(3-chloro-5-fluorophenoxy)-5,5-difluoro-3-methanesulfonyl-4H,5H,6H-cyclopenta[c]thiophen-4-ol